3-(8-(4-chlorobenzoyl)-6-(3,4-difluorophenyl)-6-hydroxy-1,2,3,4-tetrahydropyrrolo[1,2-a]pyrimidin-7(6H)-ylidene)chroman-2,4-dione ClC1=CC=C(C(=O)C=2C(C(N3C2NCCC3)(O)C3=CC(=C(C=C3)F)F)=C3C(OC2=CC=CC=C2C3=O)=O)C=C1